CC1=C(C2=CC(=CC=C2C=C1)C)N 2,7-dimethylnaphthalen-1-amine